3-(1-(benzyloxy)naphthalen-2-yl)-1H-pyrazole C(C1=CC=CC=C1)OC1=C(C=CC2=CC=CC=C12)C1=NNC=C1